BrC=1C=CC=C2C(=NN(C12)C)N1CNCCC1 1-(7-bromo-1-methyl-indazol-3-yl)hexahydropyrimidine